O1COC2=C1C=CC=C2CNCC2=CC(=NC=C2)N2CC(CCC2)(C)C N-(1,3-benzodioxol-4-ylmethyl)-1-[2-(3,3-dimethyl-1-piperidyl)-4-pyridyl]methanamine